ClC=1C=C(C=C(C1)Cl)C1(CC(=NO1)N1CC2=C(C1)C=C(S2)C(=O)NCCF)C(F)(F)F 5-(5-(3,5-dichlorophenyl)-5-(trifluoromethyl)-4,5-dihydroisoxazol-3-yl)-N-(2-fluoroethyl)-5,6-dihydro-4H-thieno[2,3-c]pyrrole-2-carboxamide